C(C)(=O)N1CCC(CC1)NC(C1=NC(=CC=C1)N1C=NC=C1)=O N-(1-acetylpiperidin-4-yl)-6-(1H-imidazol-1-yl)picolinamide